2-(4-chlorobenzoyl)butyronitrile ClC1=CC=C(C(=O)C(C#N)CC)C=C1